C(CCCCCCCCCCCCCCC)(=O)O.C(CCCCCCCCCCCC)OCCCCCCCCCCCCC tridecyl ether palmitate